Trihexyl(tetrdecyl)phosphonium C(CCCCC)[P+](CCCCCCCCCCCCCC)(CCCCCC)CCCCCC